1-(2-methylpyrazolo[1,5-a]pyrimidin-5-yl)ethan-1-ol CC1=NN2C(N=C(C=C2)C(C)O)=C1